2-(3,4-Dimethoxyphenyl)-6-(8-(1-isobutylpiperidin-4-yl)-8-azabicyclo[3.2.1]octan-3-yl)-1,4-dimethyl-1H-benzo[d]imidazol COC=1C=C(C=CC1OC)C1=NC2=C(N1C)C=C(C=C2C)C2CC1CCC(C2)N1C1CCN(CC1)CC(C)C